BrC=1C=[N+](C2=CC(=CC=C2C1)F)[O-] 3-bromo-7-fluoroquinolin-1-ium-1-olate